ClC1=CC=C(C=C1)C(CCC)=O 1-(4-chlorophenyl)-1-butanone